Pyrrolo[3,2-b]Pyridine-2-carboxylic acid N1C(=CC2=NC=CC=C21)C(=O)O